FC1(CCN(CC1)CCCCCCCCNC=1C=CC2=C(C(=CO2)C2C(NC(CC2)=O)=O)C1)F 3-(5-((8-(4,4-difluoropiperidin-1-yl)octyl)amino)benzofuran-3-yl)piperidine-2,6-dione